Cl.NCC1CCN(CC1)S(=O)(=O)CC(=O)NC 2-((4-(aminomethyl)piperidin-1-yl)sulfonyl)-N-methylacetamide hydrochloride